COC1=CC=C(C=C1)C1=C(N)C=CC=C1 2-(4-methoxyphenyl)aniline